(R)-5-(4-tert-Butyldimethylsilanylphenyl)-4,4-dimethyl-1,3-dioxolan-2-one [Si](C)(C)(C(C)(C)C)C1=CC=C(C=C1)[C@@H]1C(OC(O1)=O)(C)C